C(C)O[Si]1(N(CCC1)[Si](C)(C)C)OCC 2,2-Diethoxy-1-(trimethylsilyl)aza-2-silacyclopentan